1-(6,7-dihydro-5H-benzo[6,7]cyclohepta[1,2-c]pyridazin-3-yl)-N3-(4-((4-isopropylpiperazinyl)methyl)phenyl)-1H-1,2,4-triazole-3,5-diamine N1=NC(=CC2=C1C1=C(CCC2)C=CC=C1)N1N=C(N=C1N)NC1=CC=C(C=C1)CN1CCN(CC1)C(C)C